1-((6-cyclopropylimidazo[1,2-a]pyridin-2-yl)methyl)-1H-pyrazole-4-carboxylic acid C1(CC1)C=1C=CC=2N(C1)C=C(N2)CN2N=CC(=C2)C(=O)O